(E)-4-(4-(2-(5-cyclopropyl-3-(2,6-dichlorophenyl)isoxazol-4-yl)vinyl)-2-oxabicyclo[2.2.2]oct-1-yl)benzoic acid C1(CC1)C1=C(C(=NO1)C1=C(C=CC=C1Cl)Cl)/C=C/C12COC(CC1)(CC2)C2=CC=C(C(=O)O)C=C2